C(C)OC1=C(C=C(C=N1)CN1N=CN=C1)C1=CC=C(C=C1)F 1-{[6-Ethoxy-5-(4-fluorophenyl)pyridin-3-yl]methyl}-1H-1,2,4-triazol